2,2,2-trifluoroethyl 2-[bis[1-(4-fluorophenyl)ethyl]amino]-2-oxo-acetate FC1=CC=C(C=C1)C(C)N(C(C(=O)OCC(F)(F)F)=O)C(C)C1=CC=C(C=C1)F